CS(=O)(=O)C=1C=C(C=NC1)C1=NC(=NC=C1C(F)(F)F)SC 4-(5-(methylsulfonyl)pyridin-3-yl)-2-(methylsulfanyl)-5-(trifluoromethyl)pyrimidine